(2R)-4,4-Difluoro-2-(4-fluorophenyl)-N-{4-[3-(pyridin-2-yl)-1H-pyrrolo[3,2-b]pyridin-2-yl]pyridin-2-yl}butanamid FC(C[C@@H](C(=O)NC1=NC=CC(=C1)C1=C(C2=NC=CC=C2N1)C1=NC=CC=C1)C1=CC=C(C=C1)F)F